Br[Si]1(CC[Si](CC1)(C)C)C 1-bromo-1,4,4-trimethyl-1,4-disilacyclohexane